FC1=C(C=C(C=C1)N1N=CC2=CC(=CC=C12)C1CCN(CC1)C(C)=O)OC 1-(4-(1-(4-fluoro-3-methoxyphenyl)-1H-indazol-5-yl)piperidin-1-yl)ethan-1-one